C(C)(C)(C)OC(=O)N1C[C@H]2C([C@H]2C1)CO (1R,5S,6s)-6-(hydroxymethyl)-3-azabicyclo[3.1.0]hexane-3-carboxylic acid tert-butyl ester